3-(benzo[d][1,3]dioxol-4-ylmethyl)-1-ethyl-3-hydroxy-5-methylindolin-2-one O1COC2=C1C=CC=C2CC2(C(N(C1=CC=C(C=C21)C)CC)=O)O